4-{4-[(2-bromophenyl)methoxy]-3-methoxyphenyl}-1-methyl-1H,4H,5H,6H,7H-pyrazolo[3,4-b]pyridin-6-one BrC1=C(C=CC=C1)COC1=C(C=C(C=C1)C1C2=C(NC(C1)=O)N(N=C2)C)OC